FC1(CN(CC[C@H]1NC1=NN2C(C(=N1)OC([2H])([2H])[2H])=C(C(=C2)F)C=2C=C(C1=C(N(C(=N1)C)CC(F)F)C2)F)C)F (R)-N-(3,3-difluoro-1-methylpiperidin-4-yl)-5-(1-(2,2-difluoroethyl)-4-fluoro-2-methyl-1H-benzo[d]imidazol-6-yl)-6-fluoro-4-(methoxy-d3)pyrrolo[2,1-f][1,2,4]triazin-2-amine